tert-butyl 4-[1-[4-(trifluoromethoxy)phenyl]-5,6-dihydro-4H-cyclopenta[c]pyrazol-3-yl]piperazine-1-carboxylate FC(OC1=CC=C(C=C1)N1N=C(C2=C1CCC2)N2CCN(CC2)C(=O)OC(C)(C)C)(F)F